(S)-quinuclidin-3-yl ((R)-5-(3-chloro-4-(cyclopropylmethoxy)phenyl)-6-fluoro-2,2-dimethyl-2,3-dihydro-1H-inden-1-yl)carbamate ClC=1C=C(C=CC1OCC1CC1)C=1C=C2CC([C@H](C2=CC1F)NC(O[C@@H]1CN2CCC1CC2)=O)(C)C